C(C(=C)C)(=O)OCCOC(=O)NCC(CC(CCNC(=O)OCCOC(C(=C)C)=O)(C)C)C 1,6-bis[2-methacryloyloxyethoxycarbonylamino]-2,4,4-trimethylhexane